O[C@@H]1[C@H](CC2(CC2)C1)NC(C1=CC=CC=C1)=O N-[(5S,6S)-6-hydroxyspiro[2.4]heptan-5-yl]benzamide